1-(4-(2-(4-methoxyphenethyl)-5,6,7,8-tetrahydrobenzo[4,5]thieno[2,3-d]pyrimidin-4-yl)piperazin-1-yl)prop-2-en-1-one COC1=CC=C(CCC=2N=C(C3=C(N2)SC2=C3CCCC2)N2CCN(CC2)C(C=C)=O)C=C1